2-para-toluyl-4-methyl-5-hydroxymethylimidazole C1(=CC=C(C=C1)C=1NC(=C(N1)C)CO)C